6-(4-(1H-pyrazol-1-yl)benzyl)-N-((1S,2S)-2-hydroxycyclohexyl)-5-oxo-5,6-dihydroimidazo[1,2-c]pyrimidine-8-carboxamide N1(N=CC=C1)C1=CC=C(CN2C(N3C(C(=C2)C(=O)N[C@@H]2[C@H](CCCC2)O)=NC=C3)=O)C=C1